((S)-4-(7-fluorobenzo[d]oxazol-2-yl)-6,7-dihydro-1H-imidazo[4,5-c]pyridin-5(4H)-yl)(2-((R)-1-hydroxyethyl)-4-methyloxazol-5-yl)methanone FC1=CC=CC=2N=C(OC21)[C@H]2N(CCC1=C2N=CN1)C(=O)C1=C(N=C(O1)[C@@H](C)O)C